(5'S,7a'R)-5'-(3,5-difluorophenyl)-1-(3-fluoropyrazolo[1,5-a]pyrimidin-7-yl)tetrahydro-3'H-spiro[piperidine-4,2'-pyrrolo[2,1-b]oxazol]-3'-one FC=1C=C(C=C(C1)F)[C@@H]1CC[C@H]2OC3(C(N21)=O)CCN(CC3)C3=CC=NC=2N3N=CC2F